(2R,3S,4S,5R,6R)-2-(2-(3-((((9H-fluoren-9-yl)methoxy)carbonyl)amino) propanamido)-4-(((4-nitrobenzoyl)oxy)methyl)phenoxy)-6-(acetoxymethyl)tetrahydro-2H-pyran-3,4,5-triyl triacetate C(C)(=O)O[C@@H]1[C@H](O[C@@H]([C@H]([C@@H]1OC(C)=O)OC(C)=O)COC(C)=O)OC1=C(C=C(C=C1)COC(C1=CC=C(C=C1)[N+](=O)[O-])=O)NC(CCNC(=O)OCC1C2=CC=CC=C2C=2C=CC=CC12)=O